2-(3,3-dimethylbutanoylamino)-4-[[2-ethoxy-1-methyl-ethyl]-[4-(5,6,7,8-tetrahydro-1,8-naphthyridin-2-yl)butyl]amino]butanoic acid CC(CC(=O)NC(C(=O)O)CCN(CCCCC1=NC=2NCCCC2C=C1)C(COCC)C)(C)C